Boc-Arginin C(=O)(OC(C)(C)C)N[C@@H](CCCNC(N)=N)C(=O)O